(R)-N-hydroxy-7-(spiro[3.4]octan-6-yl)-5,6,7,8-tetrahydro-1,7-naphthyridine-3-carboxamide ONC(=O)C=1C=NC=2CN(CCC2C1)[C@H]1CC2(CCC2)CC1